COC1=CC=C(C=C1)C1C=CN2C1C(N(C1=C(C2=O)C=CC=C1)COCC[Si](C)(C)C)=O 4-methoxyphenyl-10-{[2-(trimethylsilyl)ethoxy]methyl}-1H-pyrrolo[2,1-c][1,4]benzodiazepin-5,11(10H,11aH)-dione